N2-(2-(azetidin-1-yl)pyridin-4-yl)-N4-isopropyl-6-phenyl-1,3,5-triazine-2,4-diamine N1(CCC1)C1=NC=CC(=C1)NC1=NC(=NC(=N1)NC(C)C)C1=CC=CC=C1